COC=1C=C(C=C(C1)OC)C(C(=O)NC=1SC(=NN1)N[C@H]1CN(CC1)C=1N=NC=CC1)OC 2-(3,5-dimethoxyphenyl)-2-methoxy-N-[5-[[(3R)-1-pyridazin-3-ylpyrrolidin-3-yl]amino]-1,3,4-thiadiazol-2-yl]acetamide